C1=NC=C(C2=CC=CC=C12)N1C(N(C[C@H]1C#N)C=1C(=NC=C(C1)C(F)(F)F)OC)=O (S)-3-(isoquinolin-4-yl)-1-(2-methoxy-5-(trifluoromethyl)pyridin-3-yl)-2-oxoimidazolidine-4-carbonitrile